C1(CC1)C1=CC=2N(C=C1)N=C(N2)N[C@@H]2C[C@H](CC2)NC2=CC=C(C=N2)N2C(C=CC=C2)=O 6'-(((1S,3S)-3-((7-cyclopropyl-[1,2,4]triazolo[1,5-a]pyridin-2-yl)amino)cyclopentyl)amino)-2H-[1,3'-bipyridine]-2-one